6-(2-hydroxy-2-methylpropoxy)-4-(6-(1-oxo-1-(piperidin-4-ylimino)thiomorpholinyl)pyridin-3-yl)pyrazolo[1,5-a]pyridine-3-carbonitrile OC(COC=1C=C(C=2N(C1)N=CC2C#N)C=2C=NC(=CC2)N2CCS(CC2)(=NC2CCNCC2)=O)(C)C